FC1=C(C(=CC=C1NC1=NC(=CC(=N1)C)NC)OC)N1N=CC(=C1)C=O 1-(2-fluoro-6-methoxy-3-[[4-methyl-6-(methylamino)pyrimidin-2-yl]amino]phenyl)-1H-pyrazole-4-carbaldehyde